IC=1C=C(CN[C@@H]2[C@@H](N(CCC2)CC=2NC(NN2)=O)C2=CC=CC=C2)C=C(C1)C(F)(F)F 5-(((2S,3S)-3-((3-iodo-5-(trifluoromethyl)benzyl)amino)-2-phenylpiperidin-1-yl)methyl)-2,4-dihydro-3H-1,2,4-triazol-3-one